C(C1=CC=CC=C1)(=O)[O-].[Cu+2].C(C1=CC=CC=C1)(=O)[O-] copper benzoate